COC(C(C(C)C)C1=CC(=NO1)OC1CCN(CC1)C(=O)OC(C)(C)C)=O tert-butyl 4-{[5-(1-methoxy-3-methyl-1-oxobutan-2-yl)-1,2-oxazol-3-yl]oxy}piperidine-1-carboxylate